N-(4-{4-amino-5-bromo-7-methyl-7H-pyrrolo[2,3-d]pyrimidin-6-yl}-3,5-dimethylphenyl)-2-methylprop-2-enamide NC=1C2=C(N=CN1)N(C(=C2Br)C2=C(C=C(C=C2C)NC(C(=C)C)=O)C)C